2-{[(tert-butyldimethylsilyl)oxy]methyl}-4-carboxy-5-chloropyridin-1-ium-1-olate [Si](C)(C)(C(C)(C)C)OCC1=[N+](C=C(C(=C1)C(=O)O)Cl)[O-]